Dimethyl 6,6'-(ethane-1,2-diylbis(5-carbamoyl-4-methoxy-1H-benzo[d]imidazole-1,2-diyl))bis(3-chlorobenzoate) C(CN1C(=NC2=C1C=CC(=C2OC)C(N)=O)C2=CC=C(C=C2C(=O)OC)Cl)N2C(=NC1=C2C=CC(=C1OC)C(N)=O)C1=CC=C(C=C1C(=O)OC)Cl